C12OCC(C1)(C2)C2=NC(=CC(=N2)NC2=CC(=NC=C2OC)NC(C)=O)C N-(4-((2-(2-oxabicyclo[2.1.1]hexan-4-yl)-6-methylpyrimidin-4-yl)amino)-5-methoxypyridin-2-yl)acetamide